4-{(1R,2R)-2-[1-(3-fluorophenyl)-1H-1,2,3-triazol-4-yl]cyclopropyl}benzenesulfonamide FC=1C=C(C=CC1)N1N=NC(=C1)[C@H]1[C@@H](C1)C1=CC=C(C=C1)S(=O)(=O)N